FC1=C(C=CC(=C1C)F)C=1C=C(C(=NC1)OC)CN1C(OCC1)=O 3-[[5-(2,4-Difluoro-3-methyl-phenyl)-2-methoxy-3-pyridyl]methyl]oxazolidin-2-one